C1(CC1)C1=NC2=CC=CC=C2C(=C1C=C[C@H]1CCOC(O1)(C)C)C1=CC=C(C=C1)F (4R-6R)-6-[[(1E)-2-cyclopropyl-4-(4-fluorophenyl)-3-quinolyl]ethenyl]-2,2-dimethyl-1,3-dioxane